tert-butyl(4-(4-(chloromethyl)phenyl)butyl)carbamate C(C)(C)(C)OC(NCCCCC1=CC=C(C=C1)CCl)=O